COC=1C=CC(=NC1)C1=NN(C=C1NC(C1=NC(=CC=C1)C1=CC=NN1)=O)C N-(3-(5-methoxypyridin-2-yl)-1-methyl-1H-pyrazol-4-yl)-6-(1H-pyrazol-5-yl)picolinamide